C(CCCCCCCC)N(CCN(CC(=O)N1CCN(CC1)C(CN(CCCOC(CCCCCCCCC)=O)CCCCCCCC\C=C/CCCC)=O)CCCCCCCCC)CCCCCCCCC (Z)-3-((2-(4-(N-(2-(Dinonylamino)ethyl)-N-nonylglycyl)piperazin-1-yl)-2-oxoethyl)(tetradec-9-en-1-yl)amino)propyldecanoate